(1S,2S)-N-(6-(5-chloro-6-fluoro-7-(2-fluoropropan-2-yl)-1H-indazol-4-yl)imidazo[1,2-a]pyrazin-2-yl)-2-fluorocyclopropane-1-carboxamide ClC=1C(=C2C=NNC2=C(C1F)C(C)(C)F)C=1N=CC=2N(C1)C=C(N2)NC(=O)[C@H]2[C@H](C2)F